1-(4-(benzyloxy)-3-methoxyphenyl)-2-(3,4,5-trimethoxyphenyl)ethan-1-one C(C1=CC=CC=C1)OC1=C(C=C(C=C1)C(CC1=CC(=C(C(=C1)OC)OC)OC)=O)OC